1-(4,6-Dimethoxypyrimidin-2-yl)-3-(3-dimethylcarbamoylpyridin-2-ylsulfonyl)urea COC1=NC(=NC(=C1)OC)NC(=O)NS(=O)(=O)C1=NC=CC=C1C(N(C)C)=O